2-(3-(2-Aminoethoxy)pyridin-4-yl)-3-((3-fluoro-2-methoxyphenyl)amino)-1,5,6,7-tetrahydro-4H-pyrrolo[3,2-c]pyridin-4-one NCCOC=1C=NC=CC1C1=C(C=2C(NCCC2N1)=O)NC1=C(C(=CC=C1)F)OC